tert-butyl 6-bromo-3,3-dimethyl-2-oxoindole-1-carboxylate BrC1=CC=C2C(C(N(C2=C1)C(=O)OC(C)(C)C)=O)(C)C